8-bromo-N-[(5-fluoro-1H-benzimidazol-2-yl)methyl]-2-(methylsulfanyl)pyrazolo[1,5-a][1,3,5]triazin-4-amine hydrogen chloride Cl.BrC=1C=NN2C1N=C(N=C2NCC2=NC1=C(N2)C=CC(=C1)F)SC